FC1=C(C=C2C=CN(C(C2=C1)=O)CCC[C@@H]1N(CC1)C=1C=NNC(C1C(F)(F)F)=O)C1=NC=C(C=N1)C(F)(F)F 7-fluoro-2-[3-[(2S)-1-[6-oxo-5-(trifluoromethyl)-1H-pyridazin-4-yl]azetidin-2-yl]propyl]-6-[5-(trifluoromethyl)pyrimidin-2-yl]isoquinolin-1-one